(7E)-7-dodecen-1-ol acetate C(C)(=O)OCCCCCC\C=C\CCCC